N-(1-(4-(trifluoromethyl)benzyl)-1H-indazol-3-yl)-1H-imidazole-5-carboxamide FC(C1=CC=C(CN2N=C(C3=CC=CC=C23)NC(=O)C2=CN=CN2)C=C1)(F)F